C(=O)(OC(C)(C)C)N1CC2=CC=C(C=C2CC1)Br 2-Boc-6-bromo-1,2,3,4-tetrahydroisoquinoline